[N+](#[C-])[SiH3] isocyanosilane